C(C)(C)(C)OC(=O)N1CC2=C(N=C(N=C2)CO)CC1 2-(hydroxymethyl)-7,8-dihydropyrido[4,3-d]Pyrimidine-6(5H)-carboxylic acid tert-butyl ester